[(2S)-2-(oxolan-3-ylamino)but-3-en-1-yl]oxoquinazolin-4-ol O1CC(CC1)N[C@@H](CC1=C2C(=NC(NC2=CC=C1)=O)O)C=C